tert-hexyltris(tert-butoxy)tin C(C)(C)(CCC)[Sn](OC(C)(C)C)(OC(C)(C)C)OC(C)(C)C